3-(2,6-dioxopiperidin-3-yl)-5-hydroxybenzofuran-7-carbonitrile O=C1NC(CCC1C1=COC2=C1C=C(C=C2C#N)O)=O